The molecule is an L-lysine derivative with a carboxymethyl substituent at the N(6)-position. It has a role as an antigen. It is a L-lysine derivative and a non-proteinogenic L-alpha-amino acid. C(CCNCC(=O)O)C[C@@H](C(=O)O)N